CO[C@@H]1C[C@H]([C@H](CC1)OC1=C2C=CN(C2=C(C=C1C)C)C(=O)OCCCC)C1=CC=C(C=C1)C(=O)OC |o1:2,4,5| butyl 4-(((1S*,2S*,4S*)-4-methoxy-2-(4-(methoxycarbonyl)phenyl)cyclohexyl)oxy)-5,7-dimethyl-1H-indole-1-carboxylate